N-(3-(2-amino-4-((3-methyl-4-((1-methyl-1H-benzimidazol-5-yl)oxy)phenyl)amino)pyrimidin-5-yl)phenyl)acrylamide NC1=NC=C(C(=N1)NC1=CC(=C(C=C1)OC1=CC2=C(N(C=N2)C)C=C1)C)C=1C=C(C=CC1)NC(C=C)=O